(5-(5-((2-(4-methylpiperazin-1-yl)pyridin-4-yl)amino)-1H-pyrrolo[2,3-b]pyridin-3-yl)pyrazolo[1,5-a]pyridin-3-yl)(morpholino)methanone CN1CCN(CC1)C1=NC=CC(=C1)NC=1C=C2C(=NC1)NC=C2C2=CC=1N(C=C2)N=CC1C(=O)N1CCOCC1